3-amino-N-{2-[3-amino-4-(propan-2-yloxy)pyrrolidin-1-yl]-4-fluoro-5,6,7,8-tetrahydroquinolin-6-yl}-5-fluoro-6-methylthieno[2,3-b]pyridine-2-carboxamide NC1=C(SC2=NC(=C(C=C21)F)C)C(=O)NC2CC=1C(=CC(=NC1CC2)N2CC(C(C2)OC(C)C)N)F